OC1=CC=CC=2C(N([C@H]3C=4N([C@@H](C21)C3)C3=C(N4)C=CC(=C3)C=3C=NC(=NC3)C3(CCC3)NC(OC(C)(C)C)=O)C([2H])([2H])[2H])=O tert-butyl (1-(5-((7R,14R)-1-hydroxy-6-(methyl-d3)-5-oxo-5,6,7,14-tetrahydro-7,14-methanobenzo[f]benzo[4,5]imidazo[1,2-a][1,4]diazocin-11-yl) pyrimidin-2-yl)cyclobutyl)carbamate